C(C)(C)(C)OC(=O)N1CC=2C(=C(N3C=NC=C3C2C1)C)C 4,5-dimethyl-6,8-dihydro-2,3a,7-triaza-as-indacene-7-carboxylic acid tert-butyl ester